C(C)OC1=CN=CC(=N1)C1=CN=C(S1)C(=O)N 5-(6-ethoxypyrazin-2-yl)thiazol-2-carboxamide